C(=O)(OCC1C2=CC=CC=C2C2=CC=CC=C12)N1CCNCC1 4-Fmoc-piperazine